tert-butyl (S)-4-(2-((tert-butoxycarbonyl)amino)-2-(3-phenyl-1,2,4-oxadiazol-5-yl)ethyl)-1H-imidazole-1-carboxylate C(C)(C)(C)OC(=O)N[C@@H](CC=1N=CN(C1)C(=O)OC(C)(C)C)C1=NC(=NO1)C1=CC=CC=C1